trifluoromethanesulfonic anhydride chloride [Cl-].FC(S(=O)(=O)OS(=O)(=O)C(F)(F)F)(F)F